C(C=C)(=O)N1CC2C3=C(N(N=C3CC1)C1=C(C=C(C=C1)C1CCC1)Cl)CCN2C(=O)OC(C)(C)C tert-butyl 7-acryloyl-2-(2-chloro-4-cyclobutylphenyl)-2,3,4,5a,6,7,8,9-octahydro-5H-1,2,5,7-tetraazabenzo[cd]azulene-5-carboxylate